1-(3-(Pyridin-4-yl)-1H-pyrazol-5-yl)-4-(3-(trifluoromethyl)phenyl)piperidin-2-one N1=CC=C(C=C1)C1=NNC(=C1)N1C(CC(CC1)C1=CC(=CC=C1)C(F)(F)F)=O